COC1(CN(CC1)C1=CC=C2C(=N1)SC(=C2)C(=O)NC=2C=C(C=1N(C2)C=C(N1)C)F)OC 6-(3,3-dimethoxypyrrolidin-1-yl)-N-(8-fluoro-2-methylimidazo[1,2-a]pyridin-6-yl)thieno[2,3-b]pyridine-2-carboxamide